3-[3-bromo-4-(4-hydroxyphenoxy)phenyl]oxetan-3-ol BrC=1C=C(C=CC1OC1=CC=C(C=C1)O)C1(COC1)O